N-(5-(2-(3,3-dimethylazetidin-1-yl)acetamido)-2-methylpyridin-3-yl)-7-(5-(hydroxymethyl)-4-methylthiazol-2-yl)-[1,2,4]triazolo[4,3-a]pyridine-3-carboxamide CC1(CN(C1)CC(=O)NC=1C=C(C(=NC1)C)NC(=O)C1=NN=C2N1C=CC(=C2)C=2SC(=C(N2)C)CO)C